(S)-3-(1-Ethyl-4-methyl-1H-benzo[d][1,2,3]triazol-5-yl)-3-(3-((2-((4-ethylpiperidin-1-yl)methyl)-1H-imidazol-1-yl)methyl)-4-methylphenyl)-2,2-dimethylpropanoic acid C(C)N1N=NC2=C1C=CC(=C2C)[C@@H](C(C(=O)O)(C)C)C2=CC(=C(C=C2)C)CN2C(=NC=C2)CN2CCC(CC2)CC